N1=CN=C(C2=C1NC=C2)C=2C=NN(C2)C2(CN(C2)S(=O)(=O)C2CC2)CC#N 2-(3-(4-(7H-pyrrolo[2,3-d]pyrimidin-4-yl)-1H-pyrazol-1-yl)(cyclopropylsulfonyl)azetidin-3-yl)acetonitrile